CC1=C(C=CC=C1C)NC1=C(C(=O)OCN2C=CC3=C2N=CN=C3N([C@@H]3CC[C@H](CC3)CS(NC)(=O)=O)C)C=CC=C1 (4-(Methyl((trans)-4-((N-methylsulfamoyl) methyl)cyclohexyl)amino)-7H-pyrrolo[2,3-d]pyrimidin-7-yl)methyl 2-((2,3-dimethylphenyl)amino)benzoate